C1(=CC=CC=C1)N1N=NN=C1 1-phenyl-1H-tetrazole